1,3-bis(2,4-diaminophenyl)propane NC1=C(C=CC(=C1)N)CCCC1=C(C=C(C=C1)N)N